CCOP(=O)(OCC)ON1C(=O)C2=CC=CC=C2N=N1 3-(Diethoxy-phosphoryloxy)-1,2,3-benzo[d]triazin-4(3H)-one